C(C)(C)(C)NC(CN(C)C=1C2=C(N=C(N1)C1=CN=CN1CC)CCC2)=O N-tert-butyl-2-{[2-(1-ethyl-1H-imidazol-5-yl)-5H,6H,7H-cyclopenta[d]pyrimidin-4-yl](methyl)amino}acetamide